(R)-1-(2-fluoropropyl)-N-(6-(5-methyl-1,3,4-thiadiazol-2-yl)isoquinolin-3-yl)piperidine-4-carboxamide F[C@@H](CN1CCC(CC1)C(=O)NC=1N=CC2=CC=C(C=C2C1)C=1SC(=NN1)C)C